FC(C=1C=C(C=CC1)CN)(F)F 1-[3-(trifluoromethyl)phenyl]methanamine